NC[C@H]1NC([C@H](SCC1)C1=CC=C(C=C1)OC1CCCCC1)=O (2R,5S)-5-(aminomethyl)-2-[4-(cyclohexoxy)phenyl]-1,4-thiazepan-3-one